5-methyl-2-morpholinothiazole-4-carboxylic acid methyl ester COC(=O)C=1N=C(SC1C)N1CCOCC1